2-(5-azido-3-fluoro-2-(4-methoxyphenylmethyloxy)phenyl)-1,3-dithiane N(=[N+]=[N-])C=1C=C(C(=C(C1)C1SCCCS1)OCC1=CC=C(C=C1)OC)F